C1(=CC=CC=C1)C(=C)C1=CC=CC2=CC=CC=C12 1-(1-phenylvinyl)naphthalene